(Sp)-Phosphoramidite P([O-])([O-])N